erucyl melissate C(CCCCCCCCCCCCCCCCCCCCCCCCCCCCC)(=O)OCCCCCCCCCCCC\C=C/CCCCCCCC